(S)-4-(6-((4-cyano-2-fluorobenzyl)oxy)pyridin-2-yl)-2-methylpiperidine C(#N)C1=CC(=C(COC2=CC=CC(=N2)C2C[C@@H](NCC2)C)C=C1)F